C1(=CC(=CC(=C1)C(=O)Cl)C(=O)Cl)C1=CC(=CC(=C1)C(=O)Cl)C(=O)Cl 3,5,3',5'-biphenyl-tetracarboxylic acid chloride